tert-butyl 3-((4-((4-((3-(4-((2H-1,2,3-triazol-4-yl)oxy)-2,3-difluorophenyl)imidazo[1,2-a]pyrazin-8-yl)amino)-2-ethylbenzamido)methyl)piperidin-1-yl)methyl)pyrrolidine-1-carboxylate N=1NN=C(C1)OC1=C(C(=C(C=C1)C1=CN=C2N1C=CN=C2NC2=CC(=C(C(=O)NCC1CCN(CC1)CC1CN(CC1)C(=O)OC(C)(C)C)C=C2)CC)F)F